C(C)C1=C(C=2CC3=CC=CC=C3C2C=C1)O ethyl-hydroxyfluorene